BrC=1C(=NC(=C(C1)C=1C=C2C(=NC=NC2=CC1)C)C1=CC=C(C=C1)F)N 3-bromo-6-(4-fluorophenyl)-5-(4-methylquinazolin-6-yl)pyridin-2-amine